OC1=C(C(=CC(=C1)O)O[C@@H]1OC(C(C(C1O)O)O)CO)C(\C=C\C1=CC=C(C=C1)O)=O (E)-1-[2,4-Dihydroxy-6-[(2S)-3,4,5-trihydroxy-6-(hydroxymethyl)oxan-2-yl]oxyphenyl]-3-(4-hydroxyphenyl)prop-2-en-1-one